COC=C1C(OC(OC1=O)(C)C)=O (methoxymethylidene)-2,2-dimethyl-1,3-dioxane-4,6-dione